C(C1=CC=CC=C1)OCC1=NN(C(N1CC)=O)C1=C2C(N(C(N(C2=CC=C1F)C(C)C)(C)C)C1=C(C=CC=C1F)Cl)=O (3-((benzyloxy)methyl)-4-ethyl-5-oxo-4,5-dihydro-1H-1,2,4-triazol-1-yl)-3-(2-chloro-6-fluorophenyl)-6-fluoro-1-isopropyl-2,2-dimethyl-2,3-dihydroquinazolin-4(1H)-one